N[C@H](C(=O)O)CC1=CC(=CC=C1)Cl (S)-2-amino-3-(3-chlorophenyl)propionic acid